ClCCOCCCC(CO)CO 2-(3-(2-chloroethoxy)propyl)propane-1,3-diol